(2S,5R)-4-(1-(4-fluorophenyl)-2-(2-isobutyrylhydrazino)-2-oxoethyl)-2,5-dimethylpiperazine-1-carboxylic acid tert-butyl ester C(C)(C)(C)OC(=O)N1[C@H](CN([C@@H](C1)C)C(C(=O)NNC(C(C)C)=O)C1=CC=C(C=C1)F)C